ClC=1C(=NC(=NC1)NC1=C(C=C(C=C1)N1CC2(C1)CCC(CC2)N(C)C)OC)NC2=CC=C(C(=C2P(C)(C)=O)C)C (6-((5-chloro-2-((4-(7-(dimethylamino)-2-azaspiro[3.5]nonan-2-yl)-2-methoxyphenyl)amino)pyrimidin-4-yl)amino)-2,3-dimethylphenyl)dimethylphosphine oxide